C(C)(C)(C)C=1C=C(C=C(C1O)C(C)(C)C)C(C)(C)C1=CC(=C(C(=C1)C(C)(C)C)O)C(C)(C)C bis[3',5'-di-tert-butyl-4'-hydroxyphenyl]propane